4-[3-(3-fluoro-2-methoxy-anilino)-4-oxo-2-[3-(4-piperidylmethoxy)-4-pyridyl]-1,5,6,7-tetrahydropyrrolo[3,2-c]pyridin-7-yl]butanal FC=1C(=C(NC2=C(NC3=C2C(NCC3CCCC=O)=O)C3=C(C=NC=C3)OCC3CCNCC3)C=CC1)OC